OCC=1C=CC(=NC1)N1C(C=2CCC(CC2C=N1)C1=C(C(=CC=C1)OC)C)=O 2-(5-(hydroxymethyl)pyridin-2-yl)-6-(3-methoxy-2-methylphenyl)-5,6,7,8-tetrahydrophthalazin-1(2H)-one